ClC=1C(=C(C(=CC1)C(F)F)C1=CN=CC(=N1)C(=O)NC=1C=NN(C1)[C@@H](C)C=1C=NC(=NC1)N1C([C@@H]2C[C@@H]2C1)=O)F 6-(3-Chloro-6-(difluoromethyl)-2-fluorophenyl)-N-(1-((S)-1-(2-((1R,5S)-2-oxo-3-azabicyclo[3.1.0]hex-3-yl)pyrimidin-5-yl)ethyl)-1H-pyrazol-4-yl)pyrazine-2-carboxamide